C(C)(C)(C)C(C(O)(C(C)(C)C)C(C)(C)C)(O)CO tri-Tertiary Butyl-Glycerol